tert-butyl 6-formyl-5-oxa-8-azaspiro[3.5]nonane-8-carboxylate C(=O)C1OC2(CCC2)CN(C1)C(=O)OC(C)(C)C